C(C)(C)(CC(C)(C)C)C1CCC(CC1)O 4-tert-octylcyclohexanol